7-((4-(1-methyl-4-(trifluoromethyl)-1H-imidazol-2-yl)benzyl)oxy)-1-(tetrahydro-2H-pyran-2-yl)-5-(2-(trifluoromethyl)phenyl)-1H-pyrazolo[4,3-d]pyrimidine CN1C(=NC(=C1)C(F)(F)F)C1=CC=C(COC=2C3=C(N=C(N2)C2=C(C=CC=C2)C(F)(F)F)C=NN3C3OCCCC3)C=C1